BrC1=CC(=NC=N1)NCC1=NN2C(C=C(C=C2N2C(CCC2)=O)C2CC2)=C1 1-(2-(((6-bromopyrimidin-4-yl)amino)methyl)-5-cyclopropylpyrazolo[1,5-a]pyridin-7-yl)pyrrolidin-2-one